6-Bromo-4-((4-methoxybenzyl)oxy)-2,5-dimethylnicotinonitrile BrC1=NC(=C(C#N)C(=C1C)OCC1=CC=C(C=C1)OC)C